(3R)-N-[(1R,2S)-2-hydroxy-2-methyl-indan-1-yl]-3-(2-imino-4,4-dimethyl-6-oxo-hexahydropyrimidin-1-yl)indane-5-carboxamide O[C@@]1([C@@H](C2=CC=CC=C2C1)NC(=O)C=1C=C2[C@@H](CCC2=CC1)N1C(NC(CC1=O)(C)C)=N)C